3-methyl-1-(2-(trifluoromethyl)isonicotinoyl)-1,2,3,6-tetrahydropyridin CC1CN(CC=C1)C(C1=CC(=NC=C1)C(F)(F)F)=O